2-({7-amino-4-[1-(2-hydroxyethyl)-1H-indazol-6-yl]-1-oxo-2,3-dihydro-1H-isoindol-2-yl}methyl)prop-2-enenitrile NC=1C=CC(=C2CN(C(C12)=O)CC(C#N)=C)C1=CC=C2C=NN(C2=C1)CCO